C(C)(C)(C)C1=CC=C(C=C1)[I+]C1=CC=C(C=C1)C(C)(C)C bis(4-tertiary-butylphenyl)iodonium